1-benzyl-1H-pyrazole-3-carbaldehyde C(C1=CC=CC=C1)N1N=C(C=C1)C=O